BrC=1C=NC(=NC1)C1(CC(C1)(C#N)CF)O 3-(5-Bromopyrimidin-2-yl)-1-(fluoromethyl)-3-hydroxycyclobutane-1-carbonitrile